C(C)OC(C)N1N=CC(=C1)C1=C(C=2N(C=N1)N=C(N2)NC2=C(C=C(C=C2)S(=O)(=O)C=2C=C(C=CC2)N2CC(C2)=O)F)OC(C)C 1-{3-[4-({7-[1-(1-ethoxyethyl)pyrazol-4-yl]-8-isopropoxy-[1,2,4]triazolo[1,5-c]pyrimidin-2-yl}amino)-3-fluorobenzenesulfonyl]phenyl}azetidin-3-one